2-(3-((tert-butyldimethylsilyl)oxy)cyclobutyl)-5-(tributylstannyl)-4-(trifluoromethyl)thiazole 3-ethylbenzothiazolineSulfonate C(C)N1C(SC2=C1C=CC=C2)S(=O)(=O)O.[Si](C)(C)(C(C)(C)C)OC2CC(C2)C=2SC(=C(N2)C(F)(F)F)[Sn](CCCC)(CCCC)CCCC